C1(=CC(OC)=C2C=3[C@@]45[C@@H](O2)C(=O)CC[C@H]4[C@@H](CC13)N(C)CC5)[2H] (31CE)-Hydrocodone-d